1-(2-bromoethyl)-3-chloro-benzene BrCCC1=CC(=CC=C1)Cl